4-bromo-6-chloro-7-fluoro-1H-indole BrC1=C2C=CNC2=C(C(=C1)Cl)F